[1,3]Dioxolane-4-amine O1COC(C1)N